NC1=NC=2C=C(C=CC2C2=C1N=C(N2CC2=CC=C(C=C2)CN(CCC)CCC)CCCC)CC(=O)OC Methyl 2-(4-amino-2-butyl-1-{4-[(dipropylamino)methyl]benzyl}-1H-imidazo[4,5-c]quinolin-7-yl)-acetate